2-[ethyl]-1H-indole-3-carboxylic acid C(C)C=1NC2=CC=CC=C2C1C(=O)O